2,11-dibromobenzophenanthrene BrC=1C=C2C=3C=C(C=CC3C3=C(C2=CC1)C=CC=C3)Br